ClC=1C=C(C=NC1C#CC)OC1=C(N=NN1)C(=O)O 5-((5-chloro-6-(prop-1-ynyl)pyridin-3-yl)oxy)-1H-1,2,3-triazole-4-carboxylic acid